CC(C)[C@@H](C(=O)N[C@@H](CC(=O)O)C=O)NC(=O)[C@H](CCC(=O)O)NC(=O)[C@H](CC(=O)O)NC(=O)C The molecule is a tetrapeptide consisting of two L-aspartic acid residues, an L-glutamyl residue and an L-valine residue with an acetyl group at the N-terminal and with the C-terminal carboxy group reduced to an aldehyde. It is an inhibitor of caspase-3/7. It has a role as a protease inhibitor.